NC=1C(=CC(=NC1)C#N)C 5-amino-4-methylpicolinonitrile